5-fluoro-8-((1,1,1-trifluoropropan-2-yl)oxy)-2,7-naphthyridin-1(2H)-one FC1=C2C=CNC(C2=C(N=C1)OC(C(F)(F)F)C)=O